O1CCC(CC1)CNC(=O)C=1N=NN(C1)CCCCN1N=NC(=C1)C(NCC1=CC(=CC=C1)OC(F)(F)F)=O N-(oxan-4-ylmethyl)-1-{4-[4-({[3-(trifluoromethoxy)phenyl]methyl}carbamoyl)-1H-1,2,3-triazol-1-yl]butyl}-1H-1,2,3-triazole-4-carboxamide